FC(C(C(F)(F)F)OC(=O)N1CCC2(CN(C2)CC2=C(C=C(C=C2)C(F)(F)F)N2CC(CC2)(C(=O)O)C)CC1)(F)F 1-(2-((7-(((1,1,1,3,3,3-Hexafluoropropan-2-yl)oxy)carbonyl)-2,7-diazaspiro[3.5]nonan-2-yl)methyl)-5-(trifluoromethyl)phenyl)-3-methylpyrrolidine-3-carboxylic acid